CC1=NC(=NC=C1)C1CC1 rac-(1S*,2S*)-2-(4-methylpyrimidin-2-yl)cyclopropane